C[C@H]1[C@@H]([C@H]([C@H]([C@@H](O1)OC2=CC(=C3C(=C2)OC(=C(C3=O)O)C4=CC(=C(C=C4)O)O)O)O)O)O The molecule is a quercetin O-glycoside that is quercetin attached to a alpha-L-rhamnopyranosyl moiety at position 7 via a glycosidic linkage. It has a role as a metabolite. It is an alpha-L-rhamnoside, a monosaccharide derivative, a tetrahydroxyflavone, a quercetin O-glycoside and a member of flavonols. It derives from an alpha-L-rhamnopyranose.